ClC=1C=C(C=C(C1OC=1C=C2C(=CC(=NC2=CC1)C=1SC=C(C1)Cl)C)Cl)N1N=C(C(NC1=O)=O)C#N 2-(3,5-Dichloro-4-((4-methyl-2-(4-chlorothiophen-2-yl)quinolin-6-yl)oxy)phenyl)-3,5-dioxo-2,3,4,5-tetrahydro-1,2,4-triazine-6-carbonitrile